O=C(CC(=O)[O-])CCC(=O)[O-] 3-oxoadipate